(R)-2-((1-(3-(4-fluorophenyl)-2-(isoxazol-4-yl)-7-methylquinolin-5-yl)ethyl)amino)benzoic acid FC1=CC=C(C=C1)C=1C(=NC2=CC(=CC(=C2C1)[C@@H](C)NC1=C(C(=O)O)C=CC=C1)C)C=1C=NOC1